N1C(=NC2=C1C=C1C=CC=CC1=C2)N2N=CC=C2 1-(1H-Naphtho[2,3-d]imidazol-2-yl)-1H-pyrazole